2-cyclohexyl-2-(3,3-difluoro-3-chloropropyl)-1,3-dipropoxypropane C1(CCCCC1)C(COCCC)(COCCC)CCC(Cl)(F)F